(2S)-2-methyl-4-[6-[5-(1-methylcyclopropoxy)-2-(2-trimethylsilylethoxymethyl)indazol-3-yl]pyrimidin-4-yl]piperazine-1-carboxylic acid tert-butyl ester C(C)(C)(C)OC(=O)N1[C@H](CN(CC1)C1=NC=NC(=C1)C=1N(N=C2C=CC(=CC12)OC1(CC1)C)COCC[Si](C)(C)C)C